dispiro[[1,3]dioxolane-2,1'-cyclohexane-4',1''-isoindol]-3''(2''H)-one C12(NC(C3=CC=CC=C13)=O)CCC1(CC2)OCCO1